N1=C(C=CC2=CC=CN=C12)/C=C/C=1C=C(NC1)C(=O)N[C@@H](CC(=O)OCC)C1=CC(=C(C=C1)OC)F Ethyl (S,E)-3-(4-(2-(1,8-naphthyridin-2-yl)vinyl)-1H-pyrrole-2-carboxamido)-3-(3-fluoro-4-methoxyphenyl)propanoate